C(C)N(CC)C1CNCC1 3-(N,N-diethylamino)tetrahydropyrrole